(1S,2r)-2-((S)-5-chloro-8-((4,5-dimethyl-4H-1,2,4-triazol-3-yl)methoxy)-1-((2-oxopyrrolidin-1-yl)methyl)-1,2,3,4-tetrahydroisoquinoline-2-carbonyl)cyclohexane-1-carboxylic acid ClC1=C2CCN([C@@H](C2=C(C=C1)OCC1=NN=C(N1C)C)CN1C(CCC1)=O)C(=O)[C@H]1[C@H](CCCC1)C(=O)O